[4-chloro-2-(2,2-dimethoxyethyl)phenyl]-[(3aR,4R,6S,6aS)-4-(4-chloropyrrolo[2,3-d]pyrimidin-7-yl)-2,2-dimethyl-3a,4,6,6a-tetrahydrofuro[3,4-d][1,3]dioxol-6-yl]methanone ClC1=CC(=C(C=C1)C(=O)[C@H]1O[C@H]([C@H]2[C@@H]1OC(O2)(C)C)N2C=CC1=C2N=CN=C1Cl)CC(OC)OC